(2-fluorophenyl)-3-methyl-2,5-dihydro-1H-pyrrole-2,5-dione FC1=C(C=CC=C1)N1C(C(=CC1=O)C)=O